(3S)-3-{[N-(6-chloro-4-methoxy-1H-indole-2-carbonyl)-L-leucyl]amino}-2-oxo-4-[(3S)-2-oxopiperidin-3-yl]butyl 3,3,3-trifluoro-2,2-dimethylpropanoate FC(C(C(=O)OCC([C@H](C[C@H]1C(NCCC1)=O)NC([C@@H](NC(=O)C=1NC2=CC(=CC(=C2C1)OC)Cl)CC(C)C)=O)=O)(C)C)(F)F